(R)-6-fluoro-4-oxo-7-(2-((pyridin-2-yloxy)methyl)pyrrolidin-1-yl)-1-(tetrahydro-2H-pyran-4-yl)-1,4-dihydroquinoline-3-carboxylic acid FC=1C=C2C(C(=CN(C2=CC1N1[C@H](CCC1)COC1=NC=CC=C1)C1CCOCC1)C(=O)O)=O